CS(=O)(=O)N1CCC(CC1)NC=1N=CC2=CC=NC(=C2C1)C(=C)C N-(1-(methylsulfonyl)piperidin-4-yl)-5-(prop-1-en-2-yl)-2,6-naphthyridin-3-amine